CC=1NC(=C(C(C1C(=O)O)C1=CC(=CC=C1)[N+](=O)[O-])C(=O)C)C 1,4-dihydro-2,6-dimethyl-4-(3-nitrophenyl)-5-methyl-carbonyl-3-pyridinecarboxylic acid